N-[2-(1-Bromo-5-Hydroxy-1H-indol-3-yl)ethyl]acetamide BrN1C=C(C2=CC(=CC=C12)O)CCNC(C)=O